NCC=1C=C(C=CC1)C=1C=C(C2=C(C(=CO2)COC2=C(C=CC(=C2)OC)CC(=O)O)C1)C(F)(F)F 2-(2-((5-(3-(aminomethyl)phenyl)-7-(trifluoromethyl)benzofuran-3-yl)methoxy)-4-methoxyphenyl)acetic acid